C(C1=CC=CC=C1)N1CC2C(C2C1)C1=CC=C2C=3C(=CC=NC13)N(C2=O)C2C(NC(CC2)=O)=O 3-(8-(3-Benzyl-3-azabicyclo[3.1.0]hexan-6-yl)-5-oxopyrrolo[2,3,4-de]quinolin-4(5H)-yl)piperidine-2,6-dione